BrC1=C2C=NN(C2=CC2=C1C(CC2)COC)C2OCCCC2 4-bromo-5-(methoxymethyl)-1-(tetrahydro-2H-pyran-2-yl)-1,5,6,7-tetrahydrocyclopenta[f]indazole